C(C1=CC=CC=C1)OC1=CC(=CC=C1)Br Benzyloxy-3-bromobenzene